triphenylphosphine bis(trifluoromethanesulfonimide) gold [Au+2].[N-](S(=O)(=O)C(F)(F)F)S(=O)(=O)C(F)(F)F.[N-](S(=O)(=O)C(F)(F)F)S(=O)(=O)C(F)(F)F.C1(=CC=CC=C1)P(C1=CC=CC=C1)C1=CC=CC=C1